C(COCCOCCOCCOCCOCC#C)NC(NC1C(CC(OC1[C@@H]([C@@H](CNC(CC1=CC=C(C=C1)Cl)=O)O)O)(C(=O)O)OCC1=CC=CC=C1)O)=O 5-(3-(3,6,9,12,15-pentaoxaoctadec-17-yn-1-yl)ureido)-2-(benzyloxy)-6-((1R,2R)-3-(2-(4-chlorophenyl)acetamido)-1,2-dihydroxypropyl)-4-hydroxytetrahydro-2H-pyran-2-carboxylic acid